C(C)(C)(C)[C@H]1CC(C2=NC(=C(C=C2O1)OCCCOC)OC)=O |r| (RS)-2-(tert-Butyl)-6-methoxy-7-(3-methoxypropoxy)-2,3-dihydro-4H-pyrano[3,2-b]pyridin-4-one